C(\C=C\C(=O)OCCC)(=O)OCCC\C=C\CCCCC (E)-Dec-4-enyl propyl fumarate